FC1=C(C(=O)Cl)C=C(C=C1)Cl 2-Fluoro-5-chlorobenzoyl chloride